[3-(triphenylsilyl)phenyl]boronic acid C1(=CC=CC=C1)[Si](C=1C=C(C=CC1)B(O)O)(C1=CC=CC=C1)C1=CC=CC=C1